4,4-bis(N-1-naphthyl-N-phenylamino)biphenyl C1(=CC=CC2=CC=CC=C12)N(C1=CC=CC=C1)C1(CC=C(C=C1)C1=CC=CC=C1)N(C1=CC=CC2=CC=CC=C12)C1=CC=CC=C1